S=NC#N sulphanylidene-cyanamide